5-[[4-(carbamimidoylcarbamoyl-amino)-3-fluoro-phenyl]sulfonylamino]thiazole-4-carboxylic acid C(N)(=N)NC(=O)NC1=C(C=C(C=C1)S(=O)(=O)NC1=C(N=CS1)C(=O)O)F